succinic acid 1,2-ethylene ester C1COC(CCC(=O)O1)=O